4-(((R)-2-methoxypropyl)(4-(5,6,7,8-tetrahydro-1,8-naphthyridin-2-yl)butyl)amino)-2-(quinazolin-4-ylamino)butanoic acid CO[C@@H](CN(CCC(C(=O)O)NC1=NC=NC2=CC=CC=C12)CCCCC1=NC=2NCCCC2C=C1)C